FC=1C=C(NC2=C3NC=NC3=NC=N2)C=CC1 6-(3-fluoroanilino)purine